FC1=COC2=C1C=CC=C2CO (3-fluorobenzofuran-7-yl)methanol